5-bromo-3-chloro-2-(1H-1,2,4-triazol-3-yl)pyridine BrC=1C=C(C(=NC1)C1=NNC=N1)Cl